C(C)(C)(C)OC(=O)NCC=1C=C(C=CC1)N1N=C(C=C1C(=O)O)C#N 1-(3-((tert-butoxycarbonylamino)methyl)-phenyl)-3-cyano-1H-pyrazole-5-carboxylic acid